ClC=1C=C2C(=NC1C1CC1)NN=C2N 5-chloro-6-cyclopropyl-1H-pyrazolo[3,4-b]pyridin-3-ylamine